9H-pyrrolo[2,3-b]1,5-naphthyridin-9-one N1=C2C(C=3C(=NC2=CC=C1)N=CC3)=O